2-amino-1-methyl-5-phenyl-1H-pyrrole NC=1N(C(=CC1)C1=CC=CC=C1)C